4-((4-(2-(2,6-dioxopiperidin-3-yl)-3-oxo-2,3-dihydro-1H-indazol-6-yl)piperidin-1-yl)methyl)-3-fluorobenzonitrile O=C1NC(CCC1N1NC2=CC(=CC=C2C1=O)C1CCN(CC1)CC1=C(C=C(C#N)C=C1)F)=O